(1S)-1'-[6-methyl-7-(3-methylisoxazol-4-yl)pyrazolo[1,5-a]pyrazin-4-yl]spiro[indan-2,4'-piperidin]-1-amine CC=1N=C(C=2N(C1C=1C(=NOC1)C)N=CC2)N2CCC1(CC2)[C@@H](C2=CC=CC=C2C1)N